BrC=1C(=NC=CC1)CNCCO 2-[(3-bromo-2-pyridyl)methylamino]ethanol